1-(6-(1-(2-chloroethyl)piperidin-4-yl)-4-(7-(difluoromethyl)-6-(1-methyl-1H-pyrazol-4-yl)-3,4-dihydroquinolin-1(2H)-yl)isoindol-2-yl)ethan-1-one ClCCN1CCC(CC1)C=1C=C(C2=CN(C=C2C1)C(C)=O)N1CCCC2=CC(=C(C=C12)C(F)F)C=1C=NN(C1)C